C(C1=CC=CC=C1)N1C[C@H](N(S(C2=C1C=C(C(=C2)O\C=C(\C(=O)O)/F)SC)(=O)=O)C)CCCC (R,Z)-3-((5-benzyl-3-butyl-2-methyl-7-(methylthio)-1,1-dioxido-2,3,4,5-tetrahydrobenzo[f][1,2,5]thiadiazepin-8-yl)oxy)-2-fluoroacrylic acid